NC1=NC=CC=C1C(C(F)(F)F)=O (2-aminopyridin-3-yl)-2,2,2-trifluoroethan-1-one